4-((4-methoxybenzyl)amino)-7-(1-(tetrahydro-2H-pyran-2-yl)-1H-pyrazol-5-yl)pyrrolo[1,2-a]quinoxaline-2-carboxylic acid ethyl ester C(C)OC(=O)C=1C=C2N(C3=CC=C(C=C3N=C2NCC2=CC=C(C=C2)OC)C2=CC=NN2C2OCCCC2)C1